2-isopropyl-5-bromo-7-fluoro-2H-indazole C(C)(C)N1N=C2C(=CC(=CC2=C1)Br)F